C1(CCC1)(CO)CO cyclobutane-1,1-diyl-dimethanol